C1(CC1)C[S@](=O)C=1N=C2N(N1)[C@@H](C[C@@H]2F)C2=CC=CC=C2 |&1:11,13| rac-(5S,7S)-2-[(S)-cyclopropylmethylsulfinyl]-7-fluoro-5-phenyl-6,7-dihydro-5H-pyrrolo[1,2-b][1,2,4]triazole